C(C)(C)(C)OC(=O)N1C(OC[C@@H]1C(C)(C)S(=O)(=O)C1(CC1)C(=O)OC(C)(C)C)(C)C (R)-4-(2-((1-(tert-butoxycarbonyl)cyclopropyl)sulfonyl)propan-2-yl)-2,2-dimethylOxazolidine-3-carboxylic acid tert-butyl ester